OC1(CN(C1)C1=CC=CC(=N1)S(=O)(=O)NC(=O)C1CC1)C N-((6-(3-hydroxy-3-methylazetidin-1-yl)pyridin-2-yl)sulfonyl)cyclopropane-1-carboxamide